BrC1=C(C=C(C=2NN=NC21)Br)F 4,7-dibromo-5-fluorobenzotriazol